2-(2-chlorophenyl)-N-(2-isobutyl-4-sulfamoyl-2H-indazol-6-yl)acetamide ClC1=C(C=CC=C1)CC(=O)NC=1C=C(C2=CN(N=C2C1)CC(C)C)S(N)(=O)=O